FC=1C=C(C=CC1)N1N=C(C=C(C1=O)C(=O)OC)C1=CC=C(C=C1)N1CCOCC1 methyl 2-(3-fluorophenyl)-6-[4-(morpholin-4-yl) phenyl]-3-oxo-2,3-dihydropyridazine-4-carboxylate